(1-(2-(methoxymethyl)pyridin-3-yl)-1H-pyrazol-3-yl)boronic acid COCC1=NC=CC=C1N1N=C(C=C1)B(O)O